5-((1s,3s)-3-((1-isopropyl-1H-1,2,4-triazol-3-yl)oxy)cyclobutyl)pyrimidin-2-amine C(C)(C)N1N=C(N=C1)OC1CC(C1)C=1C=NC(=NC1)N